bromomethyl-phenyl-neopentyl glycol borate B(O)(O)O.BrCC(O)(C(C)(CO)C)C1=CC=CC=C1